(4-Ethylphenylaminomethyl)butanoic acid C(C)C1=CC=C(C=C1)NCC(C(=O)O)CC